C1(CC1)C([C@@H](C(=O)NC1=CC=C(C=C1)C=1N(C=NC1CO)C)NC(=O)C=1N(N=CC1)C(C)C)C1CC1 N-[(1S)-1-(dicyclopropylmethyl)-2-[4-[5-(hydroxymethyl)-3-methyl-imidazol-4-yl]anilino]-2-oxo-ethyl]-2-isopropyl-pyrazole-3-carboxamide